C(CC(C)C)SC=1N(C(C2=C(N1)N(N=C2)C)=O)C2=CC=CC=C2 6-(isopentylthio)-1-methyl-5-phenyl-1H-pyrazolo[3,4-d]pyrimidin-4(5H)-one